4-(1-Ethyl-piperidin-4-yl)-N-[6-methyl-5-(4-pyridin-3-yl-pyrimidin-2-ylamino)-pyridin-3-yl]-benzamide C(C)N1CCC(CC1)C1=CC=C(C(=O)NC=2C=NC(=C(C2)NC2=NC=CC(=N2)C=2C=NC=CC2)C)C=C1